CN1CCC(CC1)C=1C=CC(=NC1)C1=NC(=NC=C1)N (5-(1-methyl-piperidine-4-yl)pyridin-2-yl)pyrimidine-2-amine